S(C)(=O)(=O)O.C(CCCCCCCCC)N([C@@H](C(C)C)C(=O)O)CCCCCCCCCCCCCC decyltetradecyl-valine mesylate